(R)-N-cyano-N'-((4-fluoro-2-isopropyl-6-(2-methoxypyridin-4-yl)phenyl)carbamoyl)-6,7-dihydro-5H-pyrazolo[5,1-b][1,3]oxazine-3-sulfonimidamide C(#N)N[S@](=O)(=NC(NC1=C(C=C(C=C1C1=CC(=NC=C1)OC)F)C(C)C)=O)C=1C=NN2C1OCCC2